ClC1=CC2=C(SC(=C2C)S(=O)(=O)NC2=C(C=C(C=C2)C=2OC=C(N2)C(=O)[O-])S(=O)(=O)C)C=C1.[Na+].[Na+].ClC1=CC2=C(SC(=C2C)S(=O)(=O)NC2=C(C=C(C=C2)C=2OC=C(N2)C(=O)[O-])S(=O)(=O)C)C=C1 disodium 2-[4-(5-chloro-3-methylbenzo[b]thiophene-2-sulfonylamino)-3-methanesulfonylphenyl]oxazole-4-carboxylate